COC1=CC=C2C=C(C=C(C2=C1)CCCC(=O)N)[2H] (2-(7-methoxynaphthalene-1-yl-3-d)ethyl)acetamide